N1(CCNCC1)CC=O 2-[Piperazin-1-yl]ethanone